1-[Rac-(5S,7S)-7-fluoro-5-phenyl-6,7-dihydro-5H-pyrrolo[1,2-b][1,2,4]triazol-2-yl]-4,5,6,7-tetrahydrobenzotriazol F[C@H]1C[C@H](N2N=C(N=C21)N2N=NC1=C2CCCC1)C1=CC=CC=C1 |r|